C(C)(C)(C)OC(N(C)C[C@H]1CN(CCC1)C1=C(C(=CC=C1[N+](=O)[O-])OC1=C(C=CC=C1)F)C(F)(F)F)=O.S(=O)(=O)([O-])CCO.[Na+] sodium isethionate tert-butyl-({(3R)-1-[3-(2-fluorophenoxy)-6-nitro-2-(trifluoromethyl)phenyl]piperidin-3-yl}methyl)(methyl)carbamate